C1(=C(C=CC=C1)NCC(CC1=NNC(N1)=O)O)C1=CC=CC=C1 3-{3-[(1,1'-Biphenyl)-2-ylamino]-2-hydroxypropyl}-1H-1,2,4-triazol-5(4H)-one